8-(4-(Bis(4-fluorophenyl)methyl)-3-(2-hydroxy-propan-2-yl)piperazin-1-yl)-5-methyl-6-oxo-5,6-dihydro-1,5-naphthyridine-2-carbonitrile FC1=CC=C(C=C1)C(N1C(CN(CC1)C1=CC(N(C=2C=CC(=NC12)C#N)C)=O)C(C)(C)O)C1=CC=C(C=C1)F